(2S)-2-[2-(6-{[(tert-butoxy)carbonyl]amino}hexanamido)acetamido]-5-carbamimidamidopentanoic acid C(C)(C)(C)OC(=O)NCCCCCC(=O)NCC(=O)N[C@H](C(=O)O)CCCNC(=N)N